N'-Methyl-N'-(naphthalen-2-yl)5-amino-2-methylbenzhydrazide CN(NC(C1=C(C=CC(=C1)N)C)=O)C1=CC2=CC=CC=C2C=C1